ClC=1C=NC=C(C(=O)N2NC(C=CC2)=O)C1 N'-(5-chloronicotinoyl)-6-oxo-1,6-dihydropyridazine